N[C@H]1[C@@H]2N(C[C@H]1CC2)C(=O)C2=CC1=C(N(C(=N1)C=1N(C3=CC(=CC=C3C1)C=1C=CC(=NC1)C(=O)N)CC1CC1)C)C(=C2)OC 5-(2-{5-[(1R,4R,7R)-7-amino-2-azabicyclo[2.2.1]heptane-2-carbonyl]-7-methoxy-1-methyl-1H-1,3-benzodiazol-2-yl}-1-(cyclopropylmethyl)-1H-indol-6-yl)pyridine-2-carboxamide